methyl-3-((4-((2-methyl-4-phenylthiazol-5-yl)oxy)pyridin-2-yl)amino)benzamide CC1=C(C(=O)N)C=CC=C1NC1=NC=CC(=C1)OC1=C(N=C(S1)C)C1=CC=CC=C1